C1(CCCC1)N1C(=CC2=C1N=C(N=C2)NC2=NC=C(C=C2)N2CCN(CC2)CCOCCO)C(=O)O 7-cyclopentyl-2-(5-{4-[2-(2-hydroxyethoxy)-ethyl]-piperazin-1-yl}-pyridin-2-ylamino)-7H-pyrrolo[2,3-d]pyrimidine-6-carboxylic acid